NC1=C(C2=C(C=3N(C(=C2)C)C=CN3)N1C1=C(C(=CC=C1C)OC)C)C#N 8-amino-9-(3-methoxy-2,6-dimethylphenyl)-5-methyl-9H-imidazo[1,2-a]pyrrolo[2,3-c]pyridine-7-carbonitrile